sodium methacrylamide C(C(=C)C)(=O)N.[Na]